BrC=1C=C2C(=CC1)NC(C21CN(CC1)C(=O)OC(C)(C)C)=O tert-butyl 5-bromo-2-oxospiro(indole-3,3'-pyrrolidine)-1'-carboxylate